2-trimethylsiloxy-4-propenyloxybenzophenone C[Si](OC1=C(C(=O)C2=CC=CC=C2)C=CC(=C1)OC=CC)(C)C